(3-fluoro-4-(6-(1-methyl-1H-pyrazol-4-yl)pyrazolo[1,5-a]pyrazin-4-yl)phenyl)methylamine dihydrochloride Cl.Cl.FC=1C=C(C=CC1C=1C=2N(C=C(N1)C=1C=NN(C1)C)N=CC2)CN